FC1=C(C=CC=C1)[C@@H]1CC[C@H]2OC3(C(N21)=O)CC(C3)OC3=CC(=NC=N3)C#N 6-{[(5'S,7a'R)-5'-(2-fluorophenyl)-3'-oxotetrahydro-3'H-spiro[cyclobutane-1,2'-pyrrolo[2,1-b][1,3]oxazol]-3-yl]oxy}pyrimidine-4-carbonitrile